2-[bromo(phenyl)methyl]benzonitrile BrC(C1=C(C#N)C=CC=C1)C1=CC=CC=C1